ClC=1C(=NC(=NC1)NC1CCOCC1)C1=CC=C2CN(C(C2=C1)=O)[C@@H](C(=O)N[C@H](CO)C1=NC(=CC=C1)NC)C (2R)-2-(6-{5-chloro-2-[(oxan-4-yl)amino]pyrimidin-4-yl}-1-oxo-2,3-dihydro-1H-isoindol-2-yl)-N-[(1S)-2-hydroxy-1-[6-(methylamino)pyridin-2-yl]ethyl]propanamide